N1CC(C1)C1=NN(C2=NC=CC(=C21)C=2C=NN(C2)CCN(C)C)C2=CC=C(C=C2)OC(F)(F)F 2-(4-(3-(azetidin-3-yl)-1-(4-(trifluoromethoxy)phenyl)-1H-pyrazolo[3,4-b]pyridin-4-yl)-1H-pyrazol-1-yl)-N,N-dimethylethan-1-amine